COC1=C(C=CC=C1)C1=CC(=CC=C1)C1=C(C=CC=C1)OC 2,2''-dimethoxy-1,1':3',1''-terphenyl